5-chloropentylmethylammonium chloride [Cl-].ClCCCCC[NH2+]C